N-(t-Butoxycarbonyl)-β-alanine C(C)(C)(C)OC(=O)NCCC(=O)O